5-(4-chloro-2-fluoro-phenyl)-2,3-dimethyl-7-((2S,6R)-2-methyl-6-(3-thiophenyl)-4-morpholinyl)pyrido-[4,3-d]pyrimidin-4(3H)-one ClC1=CC(=C(C=C1)C1=NC(=CC=2N=C(N(C(C21)=O)C)C)N2C[C@@H](O[C@@H](C2)C2=CSC=C2)C)F